N-(4-(4-Amino-1-(2,2,2-trifluoroethyl)-1H-pyrazolo[3,4-d]pyrimidin-3-yl)phenyl)-5-(5-Chloropyridin-2-yl)-1-isopropyl-4-oxo-1,4-dihydropyridazine-3-carboxamide NC1=C2C(=NC=N1)N(N=C2C2=CC=C(C=C2)NC(=O)C2=NN(C=C(C2=O)C2=NC=C(C=C2)Cl)C(C)C)CC(F)(F)F